C(C\C=C/CCC)C(C(=O)O)(CC)C.CC(C(=O)OCC\C=C/CC)CC cis-3-hexenyl 2-methyl-butyrate ((Z)-hept-3-en-1-yl 2-methyl butanoate)